C(OC1CC\C=C/CCC1)(OC)=O (Z)-cycloocta-4-en-1-yl methyl carbonate